CO[Si](C1=CC=C(C=C1)C1=CC=C(C=C1)C=C)(OC)OC trimethoxy(4'-vinyl-[1,1'-biphenyl]-4-yl)silane